The molecule is the stereoisomer of N-(2-cyano-3-methylbutan-2-yl)-2-(2,4-dichlorophenoxy)propanamide obtained by formal condensation of the carboxy group of (R)-2-(2,4-dichlorophenoxy)propanoic acid with the amino group of (R)-2-amino-2,3-dimethylbutanenitrile. It is an enantiomer of a (S,S)-fenoxanil. C[C@H](C(=O)N[C@@](C)(C#N)C(C)C)OC1=C(C=C(C=C1)Cl)Cl